C(C)(=O)OC1CC2(C3CCC4CC(CCC4(C3CCC2(C1C=1C=CC(OC1)=O)C)C)NC(=O)N1CCOCC1)O 14-hydroxy-10,13-dimethyl-3-(morpholine-4-carboxamido)-17-(2-oxo-2H-pyran-5-yl)hexadecahydro-1H-cyclopenta[a]phenanthren-16-yl acetate